7-methoxy-1,2,3,4-tetrahydroisoquinoline-6-amine COC1=C(C=C2CCNCC2=C1)N